[Li].[Na].[Rb] rubidium sodium lithium